2-(6-chloro-1-cyclopropoxy-2,7-naphthyridin-4-yl)butan-2-ol ClC=1C=C2C(=CN=C(C2=CN1)OC1CC1)C(C)(CC)O